1-(3-pyridinyl)sulfonyl-piperazine N1=CC(=CC=C1)S(=O)(=O)N1CCNCC1